1-((2R,5S)-4-(6-chloro-7-(3,5-dimethyl-1H-indol-4-yl)-2-(3-(dimethylamino)azetidin-1-yl)-8-fluoroquinazolin-4-yl)-2,5-dimethylpiperazin-1-yl)prop-2-en-1-one ClC=1C=C2C(=NC(=NC2=C(C1C1=C2C(=CNC2=CC=C1C)C)F)N1CC(C1)N(C)C)N1C[C@H](N(C[C@@H]1C)C(C=C)=O)C